tert-Butyl 4-(1H-pyrrolo[2,3-c]pyridin-3-yl)piperidine-1-carboxylate N1C=C(C=2C1=CN=CC2)C2CCN(CC2)C(=O)OC(C)(C)C